(S)-7-(((S)-1-((5-(2-(azetidin-3-yl)ethoxy)-2-methylbenzyl)amino)-1-oxo-4-phenylbutan-2-yl)amino)-6-(((benzyloxy)carbonyl)amino)-7-oxoheptanoic acid N1CC(C1)CCOC=1C=CC(=C(CNC([C@H](CCC2=CC=CC=C2)NC([C@H](CCCCC(=O)O)NC(=O)OCC2=CC=CC=C2)=O)=O)C1)C